FC=1C(=CC2=C(N(C(=N2)C2=CC=C(C=C2)S(=O)(=O)C)C)C1)C1CCN(CC1)C1CC2CCC(C1)N2C(C)C 6-fluoro-5-(1-(8-isopropyl-8-azabicyclo[3.2.1]oct-3-yl)piperidin-4-yl)-1-methyl-2-(4-(methylsulfonyl)phenyl)-1H-benzo[d]imidazole